FC1([C@@H]([C@H](CCC1)OC1=NC(=NC=C1)C(C)C)N)F (1R,6S)-2,2-difluoro-6-{[2-(propan-2-yl)pyrimidin-4-yl]oxy}cyclohexan-1-amine